OC1=C(C(=O)N2CC3=CC=CC(=C3C2)NC(\C=C\CN(C)C)=O)C=CC(=C1)O (E)-N-(2-(2,4-Dihydroxybenzoyl)isoindolin-4-yl)-4-(dimethylamino)but-2-enamide